5-(4-fluoro-1-methyl-6-oxo-2-(trifluoromethyl)-1,6-dihydrochromeno[7,8-d]imidazol-8-yl)picolinonitrile FC1=CC=2C(C=C(OC2C2=C1N=C(N2C)C(F)(F)F)C=2C=CC(=NC2)C#N)=O